[Pd](Cl)Cl.C1(CCCCC1)P(C1CCCCC1)C1CCCCC1.C1(CCCCC1)P(C1CCCCC1)C1CCCCC1 bis(tricyclohexylphosphorus) palladium (II) dichloride